(R)-6-iodo-2-methyl-N-(1-(2-methyl-3-(trifluoromethyl)phenyl)ethyl)quinazolin-4-amine IC=1C=C2C(=NC(=NC2=CC1)C)N[C@H](C)C1=C(C(=CC=C1)C(F)(F)F)C